FC(C(=O)NC=1C=C2C(=CN(C2=CC1)C1=NC(=NC=C1C)NC=1N(N=CC1)C)C)=C 2-fluoro-N-[3-methyl-1-[5-methyl-2-[(2-methylpyrazol-3-yl)amino]pyrimidin-4-yl]indol-5-yl]prop-2-enamide